S1O[CH-][CH-][CH-]C1 thioxantriide